tert-butyl N-[1-[(1-chloro-6-formyl-6,7-dihydro-5H-cyclopenta[c]pyridin-3-yl)oxymethyl]cyclopropyl]carbamate ClC1=NC(=CC2=C1CC(C2)C=O)OCC2(CC2)NC(OC(C)(C)C)=O